(S)-4-[(1-methoxy-1-oxobutane-2-yl)amino]butyric acid ethyl ester hydrochloride Cl.C(C)OC(CCCN[C@H](C(=O)OC)CC)=O